(3-(4-morpholinyl)pyrido[3',2':4,5]furo[3,2-d]pyrimidin-2-yl)phenol N1(CCOCC1)N1C(N=C2C(=C1)OC1=C2C=CC=N1)C1=C(C=CC=C1)O